CO[C@@H]1C[C@H](C1)CN[C@@H]1[C@@H](CCCC1)OC=1C=C2CN(C(C2=CC1)=O)C1C(NC(CC1)=O)=O 3-(5-(((1R,2S)-2-(((trans-3-methoxycyclobutyl)methyl)amino)cyclohexyl)oxy)-1-oxoisoindolin-2-yl)piperidine-2,6-dione